1-(4-(difluoromethoxy)-2-methoxyphenyl)-N-(5,5-dimethyltetrahydrofuran-3-yl)pyrido[3,4-d]pyridazin-4-amine FC(OC1=CC(=C(C=C1)C1=C2C(=C(N=N1)NC1COC(C1)(C)C)C=NC=C2)OC)F